4-(4-fluoro-3-(4-(trifluoromethyl)phenyl)-1H-indazol-1-yl)-1-((2-((2-hydroxyethyl)(methyl)amino)pyrimidin-4-yl)methyl)pyridin-2(1H)-one FC1=C2C(=NN(C2=CC=C1)C1=CC(N(C=C1)CC1=NC(=NC=C1)N(C)CCO)=O)C1=CC=C(C=C1)C(F)(F)F